4-(cyclopentylamino)-2-[(E)-pent-1-enyl]-5H-pyrimidine C1(CCCC1)NC1N=C(N=CC1)\C=C\CCC